C(C)(CC)N1N=CC=2C1=NC(=CC2)NC2=NC=C(C(=C2)N2C[C@H](CCC2)O)C=2C=NN(C2)C(F)F (3S)-1-(2-((1-(sec-butyl)-1H-pyrazolo[3,4-b]pyridin-6-yl)amino)-5-(1-(difluoromethyl)-1H-pyrazol-4-yl)pyridin-4-yl)piperidin-3-ol